CC=1C(C2=CC=C(C=C2C(C1C)=O)O)=O 2,3-dimethyl-6-hydroxy-1,4-naphthoquinone